C1(=CC=CC2=CC=CC=C12)C=1C=C2C=CC(=C(C2=CC1)C1=C(C=CC2=CC(=CC=C12)C1=CC=CC2=CC=CC=C12)OC1=C(C=C(C2=CC=CC=C12)CO)C1=CC2=CC=CC=C2C=C1)OC1=C(C=C(C2=CC=CC=C12)CO)C1=CC2=CC=CC=C2C=C1 [(6,6'-bis(naphthalen-1-yl)[1,1'-binaphthalene]-2,2'-diyl)bis(oxy[2,2'-binaphthalene]-1,4-diyl)]dimethanol